O1CC(C1)N1CCC(CC1)OC1=CC=C(N=N1)N 6-[[1-(oxetan-3-yl)-4-piperidyl]oxy]pyridazin-3-amine